ClC1=C(C=CC(=C1)C(C)C)[N+](=O)[O-] 2-Chloro-4-isopropyl-1-nitrobenzene